3-hexyl-nonyl-[N-decyl-4-(dimethylamino)butyramide] 2-fluorooctadecanoate FC(C(=O)O)CCCCCCCCCCCCCCCC.C(CCCCC)C(CCC(C(=O)NCCCCCCCCCC)CCN(C)C)CCCCCC